3-(4-((2-cyclopropylethyl)((1r,4r)-4-(oxetan-3-ylamino)cyclohexyl)amino)-1-oxoisoindolin-2-yl)piperidine-2,6-dione C1(CC1)CCN(C1=C2CN(C(C2=CC=C1)=O)C1C(NC(CC1)=O)=O)C1CCC(CC1)NC1COC1